2-{3-[(3R,5S)-3,5-dimethylpiperazin-1-yl]-1,2,4-triazin-6-yl}-5-(2-methyl[1,2,4]triazolo[1,5-a]pyrazin-6-yl)phenol dihydrochloride Cl.Cl.C[C@@H]1CN(C[C@@H](N1)C)C=1N=NC(=CN1)C1=C(C=C(C=C1)C=1N=CC=2N(C1)N=C(N2)C)O